BrC1=CC=C(C=C1)C(=O)C1=CN(CCC1(C)C)C(C)(C)C (4-bromophenyl)(1-tert-butyl-4,4-dimethyl-1,4,5,6-tetrahydropyridin-3-yl)methanone